2-[[(2R)-2-[[(2R)-2-(tert-butoxycarbonylamino)-3-phenyl-propionyl]amino]-6-fluoro-hexanoyl]amino]hexanoic acid C(C)(C)(C)OC(=O)N[C@@H](C(=O)N[C@@H](C(=O)NC(C(=O)O)CCCC)CCCCF)CC1=CC=CC=C1